NC1CCC(CC1)(C(F)(F)F)OC[C@H](C)O (2S)-1-[[(1r,4r)-4-amino-1-(trifluoromethyl)cyclohexyl]oxy]propan-2-ol